Aluminum (II) fumarate C(\C=C\C(=O)[O-])(=O)[O-].[Al+2]